5-amino-N-(2-{9-amino-2-oxa-7-azaspiro[4.4]nonan-7-yl}-3-fluoro-5,6,7,8-tetrahydroquinolin-6-yl)-2-methylthieno[2,3-d]pyrimidine-6-carboxamide NC1=C(SC=2N=C(N=CC21)C)C(=O)NC2CC=1C=C(C(=NC1CC2)N2CC1(CCOC1)C(C2)N)F